[I-].C(C(=C)C)(=O)NCC[N+](C)(C)C 2-(methacryloylamino)ethyltrimethylammonium iodide